(R)-N-(4-([1,2,4]triazolo[1,5-a]pyridin-7-yloxy)-3-chloro-2-fluorophenyl)-6-(3-(trifluoromethyl)piperazin-1-yl)pyrido[3,2-d]pyrimidin-4-amine N=1C=NN2C1C=C(C=C2)OC2=C(C(=C(C=C2)NC=2C1=C(N=CN2)C=CC(=N1)N1C[C@@H](NCC1)C(F)(F)F)F)Cl